3-((4-(5-chloro-3-methyl-2-(((5S)-5-methylmorpholin-2-yl)methyl)phenyl)pyrrolo[2,1-f][1,2,4]triazin-6-yl)methyl)-6,6-dimethyl-3-azabicyclo[3.1.0]hexane-2,4-dione hydrochloride Cl.ClC=1C=C(C(=C(C1)C1=NC=NN2C1=CC(=C2)CN2C(C1C(C1C2=O)(C)C)=O)CC2CN[C@H](CO2)C)C